N[C@H]1C[C@H](CCC1)C(=O)O (1S,3R)-3-aminocyclohexanecarboxylic acid